C1(CC1)S(=O)(=O)NC1=CC=CC=N1 6-(cyclopropanesulfonamido)pyridin